methyl 5-fluoro-2-((4-fluoro-2-methyl-phenyl)amino)-6-methoxynicotinate FC=1C(=NC(=C(C(=O)OC)C1)NC1=C(C=C(C=C1)F)C)OC